C(C)(C)C=1C=C(C=CC1)NC1=NC2=C(C3=CN=CC=C13)C=C(N2)C(=O)O 5-((3-isopropylphenyl)amino)-7H-pyrrolo[2,3-c][2,6]naphthyridine-8-carboxylic Acid